tert-butyl (2-(8-methoxyindolizin-1-yl)ethyl)carbamate COC1=CC=CN2C=CC(=C12)CCNC(OC(C)(C)C)=O